C(#N)C=1C=CC2=CN(N=C2C1OC1CN(C1)CC(=O)OCC)CC1=C2C=CNC2=C(C=C1OC)C ethyl 2-(3-((6-cyano-2-((5-methoxy-7-methyl-1H-indol-4-yl)methyl)-2H-indazol-7-yl)-oxy)azetidin-1-yl)acetate